ClC1=CC=C(C2=C1C=C(O2)F)COC2=NC(=NC=C2F)C2=CC[C@@H](CC2)CC2=NC=1C(=NC(=CC1)C(=O)O)N2C[C@H]2OCC2 2-(((R)-4-(4-((4-chloro-2-fluorobenzofuran-7-yl)methoxy)-5-fluoropyrimidin-2-yl)cyclohex-3-en-1-yl)methyl)-3-(((S)-oxetan-2-yl)methyl)-3H-imidazo[4,5-b]pyridine-5-carboxylic acid